(2R,4R)-N2-(5-((+)-1-amino-1-(4-cyanophenyl)-3-cyclopropylpropyl)-2-fluorophenyl)-N1-(4-chlorophenyl)-4-hydroxypyrrolidine-1,2-dicarboxamide NC(CCC1CC1)(C1=CC=C(C=C1)C#N)C=1C=CC(=C(C1)NC(=O)[C@@H]1N(C[C@@H](C1)O)C(=O)NC1=CC=C(C=C1)Cl)F